ethyl 5-bromo-4-(trifluoromethyl)-2H-pyrazole-3-carboxylate BrC=1C(=C(NN1)C(=O)OCC)C(F)(F)F